ClC1=C(C=CC=C1Cl)C=1NC(=CC1C(=O)N)C1=C2C(=NC=C1)NC=C2 2-(2,3-dichlorophenyl)-5-(1H-pyrrolo[2,3-b]pyridin-4-yl)-1H-pyrrole-3-carboxamide